(S)-4-(2-chloro-4-fluorophenyl)-7-(2-methyl-3-oxo-3-(piperidin-1-yl)propyl)-2H-chromen-2-one ClC1=C(C=CC(=C1)F)C1=CC(OC2=CC(=CC=C12)C[C@@H](C(N1CCCCC1)=O)C)=O